C1(CC1)S(=O)(=O)NC1=CC(=NC=C1)[C@@H](CC1CCN(CC1)C)NC(=O)C=1SC(=CN1)C1=NC(=CN=C1)OCC (R)-N-(1-(4-(cyclopropanesulphonylamino)pyridin-2-yl)-2-(1-methylpiperidin-4-yl)ethyl)-5-(6-ethoxypyrazin-2-yl)thiazole-2-carboxamide